C1CNCCC1NC(=O)C2=C(C=NN2)NC(=O)C3=C(C=CC=C3Cl)Cl.Cl 4-(2,6-Dichlorobenzamido)-N-(piperidin-4-yl)-1H-pyrazole-3-carboxamide hydrochloride